BrCC(=O)[C@@]1(CN(CCC1)C(=O)OC(C)(C)C)F (R)-tert-butyl 3-(2-bromoacetyl)-3-fluoropiperidine-1-carboxylate